C(#N)C[C@@H](C1=CC=C(C=C1)S(=O)(=O)CC)NC(C1=CC=C(C=C1)C=1N=C(SC1)OC1=CC=C(C=C1)C(F)(F)F)=O (S)-N-(2-cyano-1-(4-(ethylsulfonyl)phenyl)ethyl)-4-(2-(4-(trifluoromethyl)phenoxy)thiazol-4-yl)benzamide